FC1=C(C(=O)N([C@H]2CN(CCC2)C(=O)OC(C)(C)C)C2=NC=CC3=C2C=C(S3)C3=CC=NC=C3)C=CC(=C1)C=1N=NN(C1)C tert-butyl (3R)-3-[[2-fluoro-4-(1-methyltriazol-4-yl)benzoyl]-[2-(4-pyridyl)thieno[3,2-c]pyridin-4-yl]amino]piperidine-1-carboxylate